N[C@@H](CC(=O)OCC)C=1C=C(C=C(C1F)C)C1=C(C=C(C=C1C)C1CC1)C ethyl (S)-3-amino-3-(4'-cyclopropyl-4-fluoro-2',5,6'-trimethyl-[1,1'-biphenyl]-3-yl)propanoate